(4-aminoimidazo[1,2-a]quinoxalin-8-yl)((3S)-3-(4-(trifluoromethyl)phenyl)-4-morpholinyl)methanone NC=1C=2N(C3=CC(=CC=C3N1)C(=O)N1[C@H](COCC1)C1=CC=C(C=C1)C(F)(F)F)C=CN2